NC1=CC(=C(OC=2C=C3C4(CNC3=CC2)CC(C4)(F)F)C(=C1)Cl)Cl 5'-(4-amino-2,6-dichlorophenoxy)-3,3-difluoro-1'H-spiro[cyclobutane-1,3'-indole]